methyl (2S)-2-aminopropanoate hydrochloride Cl.N[C@H](C(=O)OC)C